FC1=C(C=C2CC(C(C2=C1)NC(O[C@@H]1CN2CCC1CC2)=O)(C)C)C2=CC(=CC=C2)F (S)-quinuclidin-3-yl (6-fluoro-5-(3-fluorophenyl)-2,2-dimethyl-2,3-dihydro-1H-inden-1-yl)carbamat